2-(4-(4-(2-(5-amino-8-(furan-2-yl)-2-oxothiazolo[5,4-e][1,2,4]triazolo[1,5-c]pyrimidin-3(2H)-yl)ethyl)piperazin-1-yl)-3-fluorophenoxy)-2-methylpropionic acid NC1=NC2=C(C=3N1N=C(N3)C=3OC=CC3)SC(N2CCN2CCN(CC2)C2=C(C=C(OC(C(=O)O)(C)C)C=C2)F)=O